7,8-dimethoxyquinolin-4-ol COC1=CC=C2C(=CC=NC2=C1OC)O